Magnesium L-pidolate N1[C@@H](CCC1=O)C(=O)[O-].[Mg+2].N1[C@@H](CCC1=O)C(=O)[O-]